FC=1C=C(C=C(C1)F)NC=1N=CC2=C(N1)C(=CN2)NC(C2=C(C=C(C=C2)N2CCN(CC2)C)N(C)CCCOC)=O N-(2-((3,5-difluorophenyl)amino)-5H-pyrrolo[3,2-d]pyrimidin-7-yl)-2-((3-methoxypropyl)(methyl)amino)-4-(4-methylpiperazin-1-yl)benzamide